3-bromo-1-(2-(dimethylamino)ethyl)-5-(trifluoromethyl)pyridin-2(1H)-one BrC=1C(N(C=C(C1)C(F)(F)F)CCN(C)C)=O